FC=1C=C(C=C(C1F)F)C=1N=NN(C1)[C@@H]1[C@H]([C@@H](SC=2C=NC=C(C2)Cl)O[C@@H]([C@@H]1O)CO)OC 5-Chloropyridin-3-yl 3-deoxy-3-[4-(3,4,5-trifluorophenyl)-1H-1,2,3-triazol-1-yl]-2-O-methyl-1-thio-α-D-galactopyranoside